C(C)(C)(C)OC(=O)N1C(C(C(C1)C#N)=O)(C)C.COC=1C(=NC(=NC1C1=CC=NC=C1)N1CCOCC1)C1=CC(=CC=C1)C1=NN(C=C1)C 4-(5-methoxy-4-(3-(1-methyl-1H-pyrazol-3-yl)phenyl)-6-(pyridin-4-yl)pyrimidin-2-yl)morpholine tert-butyl-4-cyano-2,2-dimethyl-3-oxopyrrolidine-1-carboxylate